FC=1C=C(C=C(C1)F)S(=O)(=O)N1N=C(C2=NC=CC=C21)C=CC2=NC=CC=C2 ((3,5-difluorophenyl)sulfonyl)-3-(2-(pyridin-2-yl)vinyl)-1H-pyrazolo[4,3-b]pyridine